4-bromo-2-((carboxymethoxy)methyl)benzoic acid BrC1=CC(=C(C(=O)O)C=C1)COCC(=O)O